FC(OC=1C=C(C=CC1)SC1=CC(=CC=C1)OC(F)(F)F)(F)F bis(3-(trifluoromethoxy)phenyl)sulfane